ClCC(=O)C1=CNC2=CC=C(C=C12)F 2-chloro-1-(5-fluoro-1H-indol-3-yl)ethan-1-one